6-(5-chloro-1-(2-hydroxyethyl)-1H-indazol-7-yl)pyrimidin-4-ol trifluoroacetate salt FC(C(=O)O)(F)F.ClC=1C=C2C=NN(C2=C(C1)C1=CC(=NC=N1)O)CCO